4-(2-Amino-2-methylpropanoyl)-N-(1-(6-(((1R,3S)-3-aminocyclopentyl)amino)-5,6,7,8-tetrahydronaphthalen-2-yl)-2-oxo-1,2-dihydropyrimidin-4-yl)piperazine-1-carboxamide hydrochloride Cl.NC(C(=O)N1CCN(CC1)C(=O)NC1=NC(N(C=C1)C1=CC=2CCC(CC2C=C1)N[C@H]1C[C@H](CC1)N)=O)(C)C